C(C)(C)(C)OC(C(C)C=1SC=C(C1)Br)=O.NCC(=O)C=1C(=C(C=CC1)C1=CC=CC=C1)C 2-amino-1-(2-methyl-[1,1'-biphenyl]-3-yl)ethan-1-one tert-butyl-2-(4-bromothiophen-2-yl)propanoate